FC1=C(C(=CC=C1)F)S(=O)(=O)N 2,6-difluorobenzene-sulfonamide